tert-butyl 6-[8-[1,3-benzothiazol-2-yl(2-trimethylsilylethoxymethyl)carbamoyl]-3,4-dihydro-1H-isoquinolin-2-yl]-3-[3-(10-bromodecoxy)-2-methyl-phenyl]pyridine-2-carboxylate S1C(=NC2=C1C=CC=C2)N(C(=O)C=2C=CC=C1CCN(CC21)C2=CC=C(C(=N2)C(=O)OC(C)(C)C)C2=C(C(=CC=C2)OCCCCCCCCCCBr)C)COCC[Si](C)(C)C